3,5-dichloro-4-hydroxy-N-(3-(2-(1-methyl-1H-pyrazol-3-yl)benzyl)-4-oxo-3,4-dihydroquinazolin-5-yl)benzamide ClC=1C=C(C(=O)NC2=C3C(N(C=NC3=CC=C2)CC2=C(C=CC=C2)C2=NN(C=C2)C)=O)C=C(C1O)Cl